COC(=O)C=1N=C(C2=CC(=CC=C2C1O)OC1=CC=CC=C1)CN(C)C 1-((dimethylamino)methyl)-4-hydroxy-7-phenoxyisoquinoline-3-carboxylic acid methyl ester